ClC1=CC(N(S1(=O)=O)CCCCCC(=O)Cl)=O 6-(5-chloro-1,1-dioxo-3-oxoisothiazol-2(3H)-yl)hexanoyl chloride